ClC=1C(=NC(=NC1)NC1CCNCC1)C1=CC(=CC=C1)C1=CC=C(C=C1)F chloro-4-[3-(4-fluorophenyl)phenyl]-N-(4-piperidyl)pyrimidin-2-amine